FC(C(=O)O)(F)F.FC1(C(CNCC1)C1=CC(=NC=C1)CNC(OCC1=CC=CC=C1)=O)F benzyl ((4-(4,4-difluoropiperidin-3-yl)pyridin-2-yl)methyl)carbamate, trifluoroacetic acid salt